C(C)(C)(C)OC(=O)N1[C@@H](CCC1)C=1C=C(C=C2CCN(CC12)C(=O)C=1C=NN(C1)CCO)C=1C=C2C(=NC1)NC=C2C (S)-2-(2-(1-(2-hydroxyethyl)-1H-pyrazole-4-carbonyl)-6-(3-methyl-1H-pyrrolo[2,3-b]pyridine-5-yl)-1,2,3,4-tetrahydroisoquinolin-8-yl)pyrrolidine-1-carboxylic acid tert-butyl ester